N(=[N+]=[N-])CC1=CC=CC(=N1)N1CC(C1)(O)C 1-(6-(azidomethyl)pyridin-2-yl)-3-methylazetidin-3-ol